chloro-1,7-naphthyridine ClC1=NC2=CN=CC=C2C=C1